2-(2-fluorophenyl)-5-(methoxymethyl)-6,7-dihydro-5H-pyrazolo[5,1-b][1,3]oxazine-3-carboxylic acid ethyl ester C(C)OC(=O)C=1C(=NN2C1OC(CC2)COC)C2=C(C=CC=C2)F